CN(CC(CN)C)C N1,N1,2-trimethylpropane-1,3-diamine